COC(C1=CN=C(C=C1)N1CCN(CC1)CCOCC(=O)OC(C)(C)C)=O 6-(4-(2-(2-(tert-butoxy)-2-oxoethoxy)ethyl)piperazin-1-yl)nicotinic acid methyl ester